OCCON=C(C)C1=CC(=CC(=C1)OC)N 1-(3-amino-5-methoxyphenyl)ethan-1-one O-(2-hydroxyethyl) oxime